ClC1(CC1)C(CN1C=NC=C1)(CC1=C(C(=CC=C1)Cl)F)O 3-[2-(1-chlorocyclopropyl)-3-(3-chloro-2-fluoro-phenyl)-2-hydroxy-propyl]imidazole